ClC=1C=CC(=C(C1)N1CON(CO1)C(C(=O)O)CC=1C=NC=CC1)N1N=NC(=C1)Cl 2-(4-(5-chloro-2-(4-chloro-1H-1,2,3-triazol-1-yl)phenyl)-2,5-dioxapiperazin-1-yl)-3-(pyridin-3-yl)propionic acid